1-(4-bromophenyl)-3-difluoromethyl-5-phenyl-1H-pyrazole BrC1=CC=C(C=C1)N1N=C(C=C1C1=CC=CC=C1)C(F)F